(4-methoxy-2-(thiazol-5-yl)quinolin-6-yl)oxetan-3-carboxamide COC1=CC(=NC2=CC=C(C=C12)C1OCC1C(=O)N)C1=CN=CS1